1-(6-chloro-5-fluoro-1H-pyrrolo[2,3-b]pyridin-3-yl)-2,2-difluoroethan-1-one ClC1=C(C=C2C(=N1)NC=C2C(C(F)F)=O)F